C(C)[N+]1(CCCC1)CCC 1-ethyl-1-propylpyrrolidinium